BrC1=NN(C2=C1N=C(N=C2N[C@H](CCO[Si](C2=CC=CC=C2)(C2=CC=CC=C2)C(C)(C)C)CCC)NC(=O)OC)CC=2C(=CC(=C(C(=O)OC)C2)F)OC methyl (S)-5-((3-bromo-7-((1-((tert-butyldiphenylsilyl)oxy)hexan-3-yl)amino)-5-((methoxycarbonyl)amino)-1H-pyrazolo-[4,3-d]pyrimidin-1-yl)methyl)-2-fluoro-4-methoxybenzoate